ClC1=CC(=C(C(=C1)C)C1=CC2=C(N=N1)N(C=C2)CC2CCN(CC2)CC#N)O 2-(4-{[3-(4-Chloro-2-hydroxy-6-methylphenyl)-7H-pyrrolo[2,3-c]pyridazin-7-yl]methyl}piperidin-1-yl)acetonitrile